5-(2-(4-fluoro-3-methoxy-5-methylphenylamino)-5-fluoropyrimidin-4-ylamino)benzo[d]oxazol-2(3H)-one trifluoroacetate salt FC(C(=O)O)(F)F.FC1=C(C=C(C=C1C)NC1=NC=C(C(=N1)NC=1C=CC2=C(NC(O2)=O)C1)F)OC